(S)-3-(4-(2-(3,5-dichloro-4-((R)-3-chloro-2-hydroxypropoxy)phenyl)propan-2-yl)phenoxy)-2-hydroxypropyl acetate C(C)(=O)OC[C@H](COC1=CC=C(C=C1)C(C)(C)C1=CC(=C(C(=C1)Cl)OC[C@H](CCl)O)Cl)O